CC[C@@]12CCC[NH+]3[C@@H]1[C@@]4(CC3)C5=CC=CC=C5NC4=C(C2)C(=O)OC The molecule is an ammonium ion resulting from the protonation of the tertiary amino group of (-)-vincadifformine. The major species at pH 7.3. It is a conjugate acid of a (-)-vincadifformine. It is an enantiomer of a (+)-vincadifformine(1+).